C(N1C2=C(CC[C@H](C1=O)NC(C1=NC=CC(=C1)OC1=CC=CC=C1)=O)C=CC(=C2)N2CC1(C2)CCOCC1)([2H])([2H])[2H] |r| (±)-N-(1-(Methyl-d3)-2-oxo-8-(7-oxa-2-azaspiro[3.5]nonan-2-yl)-2,3,4,5-tetrahydro-1H-benzo[b]azepin-3-yl)-4-phenoxypicolinamide